5-Chloro-6-fluoropyridin-3-ol ClC=1C=C(C=NC1F)O